NC=1C=2N(C(=CN1)C)C(=NC2C2=C(C(=C(C=C2)NC(C(O)C2=CC(=CC=C2)Cl)=O)F)F)C([2H])([2H])[2H] N-[4-[8-amino-5-methyl-3-(trideuteriomethyl)imidazo[1,5-a]pyrazin-1-yl]-2,3-difluoro-phenyl]-2-(3-chlorophenyl)-2-hydroxy-acetamide